4-Amino-2-chloro-3-fluoro-5-iodopyridine NC1=C(C(=NC=C1I)Cl)F